(2S,3S,4R,5R)-5-((benzoyloxy)methyl)-3-fluorotetrahydrofuran-2,4-diyl dibenzoate C(C1=CC=CC=C1)(=O)O[C@@H]1O[C@@H]([C@H]([C@@H]1F)OC(C1=CC=CC=C1)=O)COC(C1=CC=CC=C1)=O